4-nitrophenyl 5-((bis(2-((2-methoxyacetyl)thio)ethoxy)phosphoryl)difluoromethyl)benzo[b]thiophene-2-carboxylate COCC(=O)SCCOP(=O)(OCCSC(COC)=O)C(C1=CC2=C(SC(=C2)C(=O)OC2=CC=C(C=C2)[N+](=O)[O-])C=C1)(F)F